FC(C1=NN=C(O1)C=1C=C(C=C(C1)F)C1=NC=CC=C1OCCN1C(CCC1)=O)F 1-{2-[(2-{3-[5-(difluoromethyl)-1,3,4-oxadiazol-2-yl]-5-fluorophenyl}pyridin-3-yl)oxy]ethyl}pyrrolidin-2-one